ClC=1C=C2C(=NC(N3C2=C(C1C1=C(C=C(C=C1)F)F)SCC3)=O)N3C[C@H](N(CC3)C(=O)OCC3=CC=CC=C3)CS(=O)(=O)C benzyl (2S)-4-(9-chloro-10-(2,4-difluorophenyl)-5-oxo-2,3-dihydro-5H-[1,4]thiazino[2,3,4-ij]quinazolin-7-yl)-2-((methylsulfonyl)methyl)piperazine-1-carboxylate